Cl.CN[C@H](C(=O)N[C@@H]1C(N2[C@@H](SCC1)CC(C2C(=O)N[C@@H]2CCCC1=CC=CC=C21)(CCC2=CC=CC=C2)CCC2=CC=CC=C2)=O)C (4S,9aS)-4-((S)-2-(methylamino)propanamido)-5-oxo-8,8-diphenethyl-N-((R)-1,2,3,4-tetrahydronaphthalen-1-yl)octahydropyrrolo[2,1-b][1,3]thiazepine-7-carboxamide hydrochloride